azasilol C1=CN[Si]=C1